OC(C=1C(=NN(C1)C)C(=O)OCC)C=1C(=NC=CC1)OCCN1CCOCC1 ethyl 4-[hydroxyl-[2-(2-morpholinoethoxy)-3-pyridyl]methyl]-1-methyl-pyrazole-3-carboxylate